F[C@@H]1C[C@@H](N(C1)C(=O)C1(COCCC1)C1=CC=C(C=C1)OC)C(=O)NC1=C2C=NN(C2=CC=C1)C(=O)OC(C)(C)C tert-Butyl 4-{[(4R)-4-fluoro-1-{[3-(4-methoxyphenyl)tetrahydro-2H-pyran-3-yl]carbonyl}-D-prolyl]amino}-1H-indazole-1-carboxylate